O[C@@](C)(CCCCCC)C1CCC2C3CC(C4CC(CCC4(C3CCC12C)C)O)O 17-((S)-2-Hydroxyoctan-2-yl)-10,13-Dimethylhexadecahydro-1H-cyclopenta[a]phenanthren-3,6-diol